CN1C(CCC2=CC(=CC=C12)C1=CN=CC=2C(CCCC12)N1C(CCC1)=O)=O 1-methyl-6-(8-(2-oxopyrrolidin-1-yl)-5,6,7,8-tetrahydroisoquinolin-4-yl)-3,4-dihydro-quinolin-2(1H)-one